1-(5-acetyl-4-hydroxy-2-methoxyphenyl)-3-(3-methoxyphenyl)urea C(C)(=O)C=1C(=CC(=C(C1)NC(=O)NC1=CC(=CC=C1)OC)OC)O